inositol 2-phosphate [C@H]1([C@H](C([C@H]([C@@H](C1O)O)O)OP(=O)(O)O)O)O